CC=1OC(=CC1C)C1=CC=C(C=C1)OC 2,3-dimethyl-5-(4-methoxyphenyl)furan